N2-acetyl-N6-[(9H-fluoren-9-ylmethoxy)carbonyl]-L-lysyl-L-valyl-N5-carbamoyl-N-[4-({[(4-nitrophenoxy)carbonyl]oxy}methyl)phenyl]-L-ornithinamide C(C)(=O)N[C@@H](CCCCNC(=O)OCC1C2=CC=CC=C2C=2C=CC=CC12)C(=O)N[C@@H](C(C)C)C(=O)N[C@@H](CCCNC(N)=O)C(=O)NC1=CC=C(C=C1)COC(=O)OC1=CC=C(C=C1)[N+](=O)[O-]